ClC=1C=C(C=C2C=NNC12)C1=C(N=C(C(=N1)NCCN(CC)CC)N)C1=CC=CC=C1 6-(7-chloro-1H-indazol-5-yl)-N2-(2-(diethylamino)ethyl)-5-phenylpyrazine-2,3-diamine